1-(5-bromopyridin-2-yl)-N-((1-methylcyclopropyl)methyl)methylamine BrC=1C=CC(=NC1)CNCC1(CC1)C